ClC(CCC)(Cl)Cl 1,1,1-trichlorobutane